N-(3-(3-fluoropiperidin-1-yl)-1-(2-hydroxy-2-methylpropyl)-1H-pyrazol-4-yl)pyrazolo[1,5-a]pyrimidine-3-carboxamide FC1CN(CCC1)C1=NN(C=C1NC(=O)C=1C=NN2C1N=CC=C2)CC(C)(C)O